N-(6-(2H-1,2,3-triazol-2-yl)-5-(trifluoromethyl)pyridin-3-yl)-2'-methoxy-3-(trifluoromethyl)-[1,1'-biphenyl]-4-carboxamide N=1N(N=CC1)C1=C(C=C(C=N1)NC(=O)C1=C(C=C(C=C1)C1=C(C=CC=C1)OC)C(F)(F)F)C(F)(F)F